1-(2-Hydroxy-4-methoxy-6-propoxyphenyl)-3-(4-methoxyphenyl)prop-2-en-1-one OC1=C(C(=CC(=C1)OC)OCCC)C(C=CC1=CC=C(C=C1)OC)=O